C(C)(C)(C)OC(=O)N1CCC(CC1)C1=NNC(N1)S(=O)(=O)O 4-(5-sulfo-4,5-dihydro-1H-1,2,4-triazole-3-yl)piperidine-1-carboxylic acid tert-butyl ester